6-[3-benzyl-5-(6-methyl-2-pyridyl)triazol-4-yl]-3-[1-(3-piperidyl)pyrazol-4-yl]quinoline C(C1=CC=CC=C1)N1N=NC(=C1C=1C=C2C=C(C=NC2=CC1)C=1C=NN(C1)C1CNCCC1)C1=NC(=CC=C1)C